4-(4-(4-(2-(2-Aminopyridin-3-yl)-3H-imidazo[4,5-b]pyridin-3-yl)benzyl)piperazin-1-yl)-2-hydroxybenzaldehyde NC1=NC=CC=C1C1=NC=2C(=NC=CC2)N1C1=CC=C(CN2CCN(CC2)C2=CC(=C(C=O)C=C2)O)C=C1